4-{4-[(2-aminoethyl)(methyl)amino]-2-oxo-2,3-dihydro-1H-1,3-benzodiazol-1-yl}-N-(3-methoxy-4-methylphenyl)cyclohexane-1-carboxamide NCCN(C1=CC=CC=2N(C(NC21)=O)C2CCC(CC2)C(=O)NC2=CC(=C(C=C2)C)OC)C